platinum-zinc-tin [Sn].[Zn].[Pt]